2,4-dimethyl-1,3-dinitrobutane CC(C[N+](=O)[O-])C(CC)[N+](=O)[O-]